NC1=NC=CC(=C1)[C@@H](C1=CC=C(C#N)C=C1)OC1=CC=C2C(CCOC2=C1)=O (R,S)-4-((2-Aminopyridin-4-yl)((4-oxochroman-7-yl)oxy)methyl)benzonitrile